C(C)N1N=C(C=C1)N\C(\C)=C\1/C(NC2=CN=C(C=C21)C=2C=NC=CC2C)=O (Z)-3-(1-((1-Ethyl-1H-pyrazol-3-yl)amino)ethylidene)-5-(4-methylpyridin-3-yl)-1H-pyrrolo[2,3-c]pyridin-2(3H)-one